(2S)-methyl 2-(6-(6,7-dichloro-1H-indole-2-carbonyl)-6-azaspiro[3.4]octane-7-carboxamido)-3-((S)-2-oxopyrrolidin-3-yl)propanoate ClC1=CC=C2C=C(NC2=C1Cl)C(=O)N1CC2(CCC2)CC1C(=O)N[C@H](C(=O)OC)C[C@H]1C(NCC1)=O